(S)-6-((4-chlorophenyl)((8-methyl-4-oxochroman-7-yl)oxy)methyl)nicotinamide ClC1=CC=C(C=C1)[C@@H](C1=NC=C(C(=O)N)C=C1)OC1=CC=C2C(CCOC2=C1C)=O